1-(2-(ethyl-(propargyl)amino)ethyl)-2-methyl-3-hydroxypyridin-4(1H)-one C(C)N(CCN1C(=C(C(C=C1)=O)O)C)CC#C